(E)-6-((Cyclopropanecarbonyl)imino)-4-((2-methoxy-3-(2-methyl-2H-tetrazol-5-yl)phenyl)amino)-N-methyl-1-((methylthio)methyl)-1,6-dihydropyridine-3-carboxamide C1(CC1)C(=O)\N=C\1/C=C(C(=CN1CSC)C(=O)NC)NC1=C(C(=CC=C1)C=1N=NN(N1)C)OC